tert-Butyl 3-(4-((3,4-dichloro-2-fluorophenyl)amino)pyrido[3,4-d]pyrimidin-6-yl)-5,6-dihydropyridine-1(2H)-carboxylate ClC=1C(=C(C=CC1Cl)NC=1C2=C(N=CN1)C=NC(=C2)C=2CN(CCC2)C(=O)OC(C)(C)C)F